tert-butyl 2-(4-nitrophenyl)-6,7-dihydro-5H-cyclopenta[b]pyridine-3-carboxylate [N+](=O)([O-])C1=CC=C(C=C1)C1=C(C=C2C(=N1)CCC2)C(=O)OC(C)(C)C